C(C(=C)C)(=O)OCCC(C(=O)O)CC(=O)O.C(C=C)(=O)OCCCCOC(CCCC(=O)O)=O glutaric acid mono-(4-acryloyloxy-butyl) ester methacryloyloxyethyl-succinate